(5aS,6R,11bR)-9-chloro-14-(cyclopropylmethyl)-5a-hydroxy-10-methoxy-3,4,5,5a,6,7-hexahydro-6,11b-(epiminoethano)naphtho[1,2-d]azepin-2(1H)-one ClC=1C=C2C[C@@H]3[C@]4([C@](CC(NCC4)=O)(C2=CC1OC)CCN3CC3CC3)O